ethyl 6-[5-(difluoromethoxy)-2-pyridyl]-1-[(4-fluorophenyl) methyl]-2-oxo-1,8-naphthyridine-3-carboxylate FC(OC=1C=CC(=NC1)C=1C=C2C=C(C(N(C2=NC1)CC1=CC=C(C=C1)F)=O)C(=O)OCC)F